C[C@@H]1CC[C@H](CC1=C)C(=C)C The molecule is an alicyclic compound consisting of cyclohexane carrying methyl, methylidene and isopropenyl groups at positions 1-, 2- and 4 respectively. It derives from a hydride of a p-menthane.